FC1=C(C(=CC(=C1)OC)F)C1=C(C(N(N1C)C1=NC(=CC=C1C(F)(F)F)N1CC(C1)(C)O)=O)NC(C1=CC=C(C=C1)OC(F)F)=O N-[5-(2,6-difluoro-4-methoxyphenyl)-2-[6-(3-hydroxy-3-methylazetidin-1-yl)-3-(trifluoromethyl)pyridin-2-yl]-1-methyl-3-oxo-2,3-dihydro-1H-pyrazol-4-yl]-4-(difluoromethoxy)benzamide